Propenyl glyceryl Ether C(C(O)CO)OC=CC